FC(C1=CC=C(C=N1)C1=NN=C(O1)C12CC3(CC(CC(C1)C3)C2)NC(=O)C2=NC=CC=C2)(F)F Pyridine-2-carboxylic acid {3-[5-(6-trifluoromethyl-pyridin-3-yl)-[1,3,4]oxadiazol-2-yl]-adamantan-1-yl}-amide